BrC1=NC=C(C(=N1)C1=CN=C2N1C=C(N=C2)C2COC2)F 3-(2-bromo-5-fluoro-pyrimidin-4-yl)-6-(oxetan-3-yl)imidazo[1,2-a]pyrazine